3,5-Dimethoxy-4'-Hydroxystilbene COC=1C=C(C=C(C1)OC)C=CC1=CC=C(C=C1)O